CC=1C=C(NC1C)C=O 4,5-dimethylpyrrole-2-carbaldehyde